Cl.Cl.NC=1C(=NC(=CN1)C1=CC=C(C=C1)S(=O)(=O)C(C)C)C1=CC(=NO1)C1=CC=C(C=C1)N=C(C)O N-(4-(5-(3-Amino-6-(4-(isopropylsulfonyl)phenyl)pyrazin-2-yl)isoxazol-3-yl)phenyl)acetimidate dihydrochloride